4-[2-[(2S,4R)-4-[tert-butyl-(dimethyl)silyl]oxy-1-[(2-methylpropan-2-yl)oxycarbonyl]pyrrolidin-2-yl]-1H-imidazol-5-yl]benzoic acid C(C)(C)(C)[Si](O[C@@H]1C[C@H](N(C1)C(=O)OC(C)(C)C)C=1NC(=CN1)C1=CC=C(C(=O)O)C=C1)(C)C